N10-{2-[5-methyl-2-(propan-2-yl)phenoxy]-2-oxoethyl}-N1,N1,N10,N10-tetramethyldecane-1,10-bis(aminium) dichloride [Cl-].[Cl-].CC=1C=CC(=C(OC(C[N+](CCCCCCCCCC[NH+](C)C)(C)C)=O)C1)C(C)C